zinc acrylate (methacrylate) C(C(=C)C)(=O)[O-].C(C=C)(=O)[O-].[Zn+2]